C(CCCCCCCCCCC)(=O)OCCCC(CN(CC(CCCCCOC(C(CCCCCCCC)CCCCCCCC)=O)O)CCCCN(C)C(=O)OC(C)(C)C)O 5-((4-((tert-butoxycarbonyl)(methyl)amino)butyl)(2-hydroxy-7-((2-octyldecanoyl)oxy)heptyl)amino)-4-hydroxypentyl dodecanoate